tert-butyl (2-(1-cyclopropyl-4,4-difluoro-3-hydroxypent-1-yn-3-yl)-4-fluoro-5-vinylphenyl)carbamate C1(CC1)C#CC(C(C)(F)F)(O)C1=C(C=C(C(=C1)F)C=C)NC(OC(C)(C)C)=O